C(CC)OCOCCCC(C)[Li] 4-propoxymethoxy-1-methylbutyl-lithium